1-bromo-3-isopropoxy-5-methylbenzene BrC1=CC(=CC(=C1)C)OC(C)C